methyl 2-bromo-3-fluoro-5-(4,4,5,5-tetramethyl-1,3,2-dioxaborolan-2-yl)benzoate BrC1=C(C(=O)OC)C=C(C=C1F)B1OC(C(O1)(C)C)(C)C